cyclopropyl (tert-butoxycarbonyl)-L-alaninate C(C)(C)(C)OC(=O)N[C@@H](C)C(=O)OC1CC1